FC(C)(F)C=1C=C(C2=C(C=CO2)C1)[N+](=O)[O-] 5-(1,1-difluoroethyl)-7-nitro-benzofuran